2-(1-acryloyl-4-(2-(3-(dimethylamino)azetidin-1-yl)-7-(indolin-1-yl)-5,6,7,8-tetrahydroquinazolin-4-yl)piperazin-2-yl)acetonitrile C(C=C)(=O)N1C(CN(CC1)C1=NC(=NC=2CC(CCC12)N1CCC2=CC=CC=C12)N1CC(C1)N(C)C)CC#N